5-[(4R,7S,8aS)-7-(4-amino-4-methyl-1-piperidyl)-4-methyl-3,4,6,7,8,8a-hexahydro-1H-pyrrolo[1,2-a]pyrazin-2-yl]-2-deuterio-quinoline-8-carbonitrile NC1(CCN(CC1)[C@H]1C[C@@H]2N([C@@H](CN(C2)C2=C3C=CC(=NC3=C(C=C2)C#N)[2H])C)C1)C